6-methyl-4-((trimethylsilyl)oxy)-5,6-dihydropyridine-1(2H)-carboxylate CC1CC(=CCN1C(=O)[O-])O[Si](C)(C)C